C1=CC=C2C(=C1)C=NC(=O)N2 2,3-dihydroquinazolinone